CS(=O)(=O)[O-].C(CCCCCCC)[N+]1=CC=C(C=C1)CCCC 1-octyl-4-butylpyridinium methanesulfonate